N-hydroxy-2-naphthoyl-amide O[N-]C(=O)C1=CC2=CC=CC=C2C=C1